COC1=NNC=C1N 3-methoxy-1H-pyrazol-4-amine